methyl 2,2-bis(1-methyl-1H-indol-3-yl)acetate CN1C=C(C2=CC=CC=C12)C(C(=O)OC)C1=CN(C2=CC=CC=C12)C